ethyl 2-([2,2',3',4',5',6'-hexafluoro-5-nitro-[1,1-biphenyl]-4-yl]oxy)-2-methylpropanoate FC1=C(C=C(C(=C1)OC(C(=O)OCC)(C)C)[N+](=O)[O-])C1=C(C(=C(C(=C1F)F)F)F)F